N1C=NC2=C1C=CC(=C2)C=2C(=C(C=CC2F)NS(=O)(=O)C=2C(=NC=C(C2)Cl)OC)F N-[3-(1H-benzimidazol-5-yl)-2,4-difluorophenyl]-5-chloro-2-methoxypyridine-3-sulfonamide